(4-methoxybenzyl)carbamic acid tert-butyl ester C(C)(C)(C)OC(NCC1=CC=C(C=C1)OC)=O